OCCN(C(C(=O)O)C(CCN)=O)CCO N,N-bis(2-hydroxyethyl)-3-aminopropionylglycine